4-((2,6-difluorobenzyl)amino)-2-((1-cyclopropyl-1H-pyrazol-4-yl)amino)pyrimidin-5-carboxamide FC1=C(CNC2=NC(=NC=C2C(=O)N)NC=2C=NN(C2)C2CC2)C(=CC=C1)F